NCC=1C=C(C=C(C1)F)C=1C=CC2=C(C(=CO2)CC=2C(=C(C=CC2)CC(=O)O)O)C1 2-(3-((5-(3-(aminomethyl)-5-fluorophenyl)benzofuran-3-yl)methyl)-2-hydroxyphenyl)acetic acid